tert-Butyl 3-((2-(ethoxycarbonyl)phenoxy)methyl)azetidine-1-carboxylate C(C)OC(=O)C1=C(OCC2CN(C2)C(=O)OC(C)(C)C)C=CC=C1